6-methyl-4,5,6,7-tetrahydrothieno[2,3-c]pyridine CN1CC2=C(CC1)C=CS2